N-{(2S,3R,4S)-1-(bicyclo[1.1.1]pentane-1-carbonyl)-4-fluoro-2-[(2,2',3'-trifluoro[1,1'-biphenyl]-3-yl)methyl]pyrrolidin-3-yl}-ethanesulfonamide C12(CC(C1)C2)C(=O)N2[C@H]([C@H]([C@H](C2)F)NS(=O)(=O)CC)CC=2C(=C(C=CC2)C2=C(C(=CC=C2)F)F)F